CN1N=C2[C@@H](N(CCC2=C1C1=CC(=C(C(=C1)F)F)F)C(=O)C1=CC(=NC2=C(C=CC=C12)F)C)C (S)-(2,7-dimethyl-3-(3,4,5-trifluorophenyl)-2,4,5,7-tetrahydro-6H-pyrazolo[3,4-c]pyridin-6-yl)(8-fluoro-2-methylquinolin-4-yl)methanone